CCOCNCCNCCNCCNCC 3-oxa-5,8,11,14-tetraazahexadecan